OC1=CC=C(C(=O)CCCCC(=O)O)C=C1 5-(4-hydroxybenzoyl)pentanoic acid